N1OCC(N2C1CNC(C2)=O)=O tetrahydropyrazino[2,1-c][1,2,4]oxadiazine-4,7(3H,6H)-dione